C12C3CCCC3C(CC1)C2 tricyclo[5.2.1.02,6]-decane